CC1=CC=2N(N=C1N1CC=3C=C(C=NC3CC1)C(F)(F)F)C(C=C(N2)C(=O)N2CC1(COC1)C2)=O 8-methyl-2-(2-oxa-6-azaspiro[3.3]heptane-6-carbonyl)-7-(3-(trifluoromethyl)-7,8-dihydro-1,6-naphthyridin-6(5H)-yl)-4H-pyrimido[1,2-b]pyridazin-4-one